tert-butyl 3-(2-(1,3-dioxolan-2-yl)pyridin-4-yl)-4,4-difluoropiperidine-1-carboxylate O1C(OCC1)C1=NC=CC(=C1)C1CN(CCC1(F)F)C(=O)OC(C)(C)C